Methyl (2S)-4-oxo-2-[[6-oxo-5-(trifluoromethyl)-1H-pyridazine-3-carbonyl]amino]-4-[4-[5-(trifluoromethyl)pyrimidin-2-yl]piperazin-1-yl]butanoate O=C(C[C@@H](C(=O)OC)NC(=O)C1=NNC(C(=C1)C(F)(F)F)=O)N1CCN(CC1)C1=NC=C(C=N1)C(F)(F)F